O=C1NC(CCC1N1C(C2=CC=CC(=C2C1)SCCCCC(=O)N)=O)=O 5-((2-(2,6-dioxopiperidin-3-yl)-1-oxoisoindolin-4-yl)thio)pentanamide